(5S)-5-(Pyrrolidin-1-ylcarbonyl)-2-{[5-(trifluoromethyl)pyridin-2-yl]methyl}-5,6,7,8-tetrahydro[1,2,4]triazolo[4,3-a]pyridin-3(2H)-one N1(CCCC1)C(=O)[C@@H]1CCCC=2N1C(N(N2)CC2=NC=C(C=C2)C(F)(F)F)=O